(2s,7as)-2-fluoro-5-oxotetrahydro-1H-pyrrolizine F[C@H]1C[C@@H]2CCC(N2C1)=O